tert-butyl 2-(5-Fluoropyridin-3-yl)-4-({2-[2-(trifluoromethyl)-1H-indol-3-yl] ethyl} amino)-5H,6H,7H,8H-pyrido[3,4-d]pyrimidine-7-carboxylate FC=1C=C(C=NC1)C=1N=C(C2=C(N1)CN(CC2)C(=O)OC(C)(C)C)NCCC2=C(NC1=CC=CC=C21)C(F)(F)F